N-(4-((3-chloro-4-fluorophenyl)amino)-7-(3-(4-((4-(2-(2,6-dioxopiperidin-3-yl)-1,3-dioxoisoindolin-5-yl)piperazin-1-yl)methyl)piperidin-1-yl)propoxy)quinazolin-6-yl)acrylamide ClC=1C=C(C=CC1F)NC1=NC=NC2=CC(=C(C=C12)NC(C=C)=O)OCCCN1CCC(CC1)CN1CCN(CC1)C=1C=C2C(N(C(C2=CC1)=O)C1C(NC(CC1)=O)=O)=O